ClC1=C(C=CC(=C1)F)C1(CC1)C1=NOC(=N1)C1=NN(C(=C1)C(F)F)C(C(=O)OC(C)(C)C)C tert-Butyl 2-(3-(3-(1-(2-chloro-4-fluorophenyl)cyclopropyl)-1,2,4-oxadiazol-5-yl)-5-(difluoromethyl)-1H-pyrazol-1-yl)propanoate